(R)-N-(4-(4-cyanopyridin-3-yl)-2-(3-oxotetrahydro-3H-oxazolo[3,4-a]pyrazin-7(1H)-yl)phenyl)-2-(2-fluoro-6-methoxyphenyl)pyrimidine-4-carboxamide C(#N)C1=C(C=NC=C1)C1=CC(=C(C=C1)NC(=O)C1=NC(=NC=C1)C1=C(C=CC=C1OC)F)N1C[C@H]2N(CC1)C(OC2)=O